N-(3-aminophenyl)-4-chlorobenzenesulfonamide NC=1C=C(C=CC1)NS(=O)(=O)C1=CC=C(C=C1)Cl